N-(4-(2,5-Dichlorophenyl)pyrimidin-2-yl)-4-(hydroxymethyl)-2,6-dimethylbenzamide ClC1=C(C=C(C=C1)Cl)C1=NC(=NC=C1)NC(C1=C(C=C(C=C1C)CO)C)=O